1,4-Bis(p-carboxyphenyl)perfluorobutane C(=O)(O)C1=CC=C(C=C1)C(C(C(C(C1=CC=C(C=C1)C(=O)O)(F)F)(F)F)(F)F)(F)F